CC=1C=C(C=C(C1)OC=1C=C2C=3C=CC(=CC3C(C2=CC1)(C)C)N(C1=CC=CC=C1)C1=CC=CC=C1)OC=1C=C2C=3C=CC(=CC3C(C2=CC1)(C)C)N(C1=CC=CC=C1)C1=CC=CC=C1 6,6'-((5-methyl-1,3-phenylene)bis(oxy))bis(9,9-dimethyl-N,N-diphenyl-9H-fluorene-2-amine)